FC=1C(=CC(=C(C1)N1C(C2=CC=CC=C2C1=O)=O)OC)C1CCNCC1 2-(5-fluoro-2-methoxy-4-(piperidin-4-yl)phenyl)isoindoline-1,3-dione